C[C@@H]1O[C@@H](CN(C1)C=1C(N(N=C(C1)C1=NN(C2=CC=C(C=C12)OC1(CC1)C)C1OCCCC1)C)=O)C 4-((2S,6R)-2,6-dimethylmorpholino)-2-methyl-6-(5-(1-methylcyclopropoxy)-1-(tetrahydro-2H-pyran-2-yl)-1H-indazol-3-yl)pyridazin-3(2H)-one